4-methyl-benzyl alcohol CC1=CC=C(CO)C=C1